N-(1-hydroxy-5,8-dimethoxy-6-methyl-1,2,3,4-tetrahydronaphthalen-2-yl)-acetamide OC1C(CCC2=C(C(=CC(=C12)OC)C)OC)NC(C)=O